Ethyl (S)-3-(4'-cyclopropyl-4-fluoro-2'-(hex-5-en-1-yl)-6'-methyl-[1,1'-biphenyl]-3-yl)-3-((R)-2-hydroxypent-4-enamido)propanoate C1(CC1)C1=CC(=C(C(=C1)C)C1=CC(=C(C=C1)F)[C@H](CC(=O)OCC)NC([C@@H](CC=C)O)=O)CCCCC=C